[7-[3-(4-piperidinyloxy)prop-1-ynyl]-4-isoquinolinyl]Hexahydropyrimidine-2,4-dione N1CCC(CC1)OCC#CC1=CC=C2C(=CN=CC2=C1)N1C(NC(CC1)=O)=O